ClC=1C=CC(=C(CN2CC3(CC2)CCN(CC3)C(=O)N3N=C(C(=C3)C)C(=O)O)C1)C(F)(F)F 1-(2-(5-chloro-2-(trifluoromethyl)benzyl)-2,8-diazaspiro[4.5]decane-8-carbonyl)-4-methyl-1H-pyrazole-3-carboxylic acid